ClC=1C=C(C=CC1Cl)NC(=O)NC1=CC=C(C=C1)NC1=NC=NC2=CC(=C(C=C12)OC)OC 1-(3,4-dichlorophenyl)-3-(4-((6,7-dimethoxyquinazolin-4-yl)amino)phenyl)urea